(6-((7-Methoxy-2,4-dimethyl-1H-imidazo[4,5-c][1,8]naphthyridin-1-yl)methyl)pyridin-3-yl)phosphonic acid COC=1C=CC=2C3=C(C(=NC2N1)C)N=C(N3CC3=CC=C(C=N3)P(O)(O)=O)C